trans-2-(4-trifluoromethyl-phenyl)vinylboric acid FC(C1=CC=C(C=C1)/C=C/OB(O)O)(F)F